OCC1(CO1)C(C(CC(=C)C)NC([C@@H](NC(CCCCC(C)C)=O)CO)=O)=O 1,2-Epoxy-2-hydroxymethyl-4-(N-isooctanoylserylamino)-6-methylhept-6-ene-3-one